CN([C@H]1CN(CC1)C1=C(C=C(C(=C1)OC)NC1=NC=NC(=C1)N1OCC[C@@H]1C1=CC(=CC=C1)F)NC(C=C)=O)C N-(2-((R)-3-(dimethylamino)pyrrolidine-1-yl)-5-((6-((R)-3-(3-fluorophenyl)-isoxazolidine-2-yl)pyrimidine-4-yl)amino)-4-methoxy-phenyl)acrylamide